4-((S)-1-((S)-1-((5-(3,5-difluorobenzyl)-1,2,4-oxadiazol-3-yl)amino)-1-oxopropan-2-yl)-4,4-difluoropiperidin-3-yl)pyridine 1-oxide FC=1C=C(CC2=NC(=NO2)NC([C@H](C)N2C[C@@H](C(CC2)(F)F)C2=CC=[N+](C=C2)[O-])=O)C=C(C1)F